C(C)(C)OC(C)C1=CC=C(C=C1)CC(C)C 1-(1-isopropoxyethyl)-4-isobutylbenzene